CCCCCCCCCCCC[N+](C)(C)CC(=O)[O-] N-DODECYL-N,N-DIMETHYLGLYCINATE